1-(3,4-dichloro-2-methoxy-5-methyl-5,6,7,9-tetrahydro-8H-pyrrolo[3,2-b:4,5-c']dipyridin-8-yl)-2-hydroxyethan-1-one ClC=1C(=C2C(=NC1OC)C=1CN(CCC1N2C)C(CO)=O)Cl